5-((1-(2-(4-(1-(3-(2,6-dioxopiperidin-3-yl)-1-methyl-4-Oxo-3,4-dihydrophthalazin-6-yl)piperidin-4-yl)piperazin-1-yl)acetyl)piperidin-4-yl)methoxy)pyrimidine O=C1NC(CCC1N1N=C(C2=CC=C(C=C2C1=O)N1CCC(CC1)N1CCN(CC1)CC(=O)N1CCC(CC1)COC=1C=NC=NC1)C)=O